7-cyclopropyl-4-((cyclopropylmethyl)-amino)-2-oxo-1-(o-tolyl)-1,2-dihydro-quinazoline-6-carbonitrile C1(CC1)C1=C(C=C2C(=NC(N(C2=C1)C1=C(C=CC=C1)C)=O)NCC1CC1)C#N